N-Boc p-phenylenediamine methyl (R)-4-((2-((tert-butoxycarbonyl)amino)-4-(methylthio)butanamido)methyl)benzoate C(C)(C)(C)OC(=O)N[C@@H](C(=O)NCC1=CC=C(C(=O)OC)C=C1)CCSC.C(=O)(OC(C)(C)C)NC1=CC=C(C=C1)N